COCC1(CCC(CC1)C=1C(=NN2C1CN(CC2)C(C(C)(F)F)=O)CN(CCNC)C)COC 1-(3-(4,4-bis(methoxy-methyl)cyclohexyl)-2-((methyl(2-(methylamino)-ethyl)amino)methyl)-6,7-dihydropyrazolo[1,5-a]-pyrazin-5(4H)-yl)-2,2-difluoropropan-1-one